Allyl (6aS)-6-hydroxy-2-methoxy-12-oxo-3-((triisopropylsilyl)oxy)-6,6a,7,8,9,10-hexahydrobenzo[e]pyrido[1,2-a][1,4]diazepine-5(12H)-carboxylate OC1[C@H]2N(C(C3=C(N1C(=O)OCC=C)C=C(C(=C3)OC)O[Si](C(C)C)(C(C)C)C(C)C)=O)CCCC2